BrC1=CC(N(C(=C1)C)C1CCN(CC1)C)=O 4-bromo-6-methyl-1-(1-methylpiperidin-4-yl)pyridin-2(1H)-one